4-[(4-cyclopropoxyphenyl)methyl]-7-fluoro-2-(1-methylpiperidin-4-yl)-1,5-dihydro-2,4-benzodiazepine-3-one C1(CC1)OC1=CC=C(C=C1)CN1CC2=C(CN(C1=O)C1CCN(CC1)C)C=CC(=C2)F